N-(4-(1-(3-(3-Cyanoallylamino)-4-methylphenyl)-2-oxo-1,2-dihydrobenzo[h][1,6]naphthyridin-9-yl)phenyl)methanesulfonamide C(#N)C=CCNC=1C=C(C=CC1C)N1C(C=CC2=CN=C3C(=C12)C=C(C=C3)C3=CC=C(C=C3)NS(=O)(=O)C)=O